(5-(tert-butyl)-[1,1'-biphenyl]-3-yl)boronic acid C(C)(C)(C)C=1C=C(C=C(C1)C1=CC=CC=C1)B(O)O